N1N=CC2=CC(=CC=C12)CN1CCC2=CC=C(C=C12)C(=O)NC1=CC(=CC(=C1)C(F)(F)F)N1C=NC(=C1)C 1-((1H-indazol-5-yl)methyl)-N-(3-(4-methyl-1H-imidazol-1-yl)-5-(trifluoromethyl)phenyl)indoline-6-carboxamide